(S)-(2,7-dimethyl-3-(3,4,5-trifluorophenyl)-2,4,5,7-tetrahydro-6H-pyrazolo[3,4-c]pyridin-6-yl)(5-methyl-2-(2H-1,2,3-triazol-2-yl)phenyl)methanone CN1N=C2[C@@H](N(CCC2=C1C1=CC(=C(C(=C1)F)F)F)C(=O)C1=C(C=CC(=C1)C)N1N=CC=N1)C